5-ethyl-3-(4-fluorophenyl)pyrazolo[1,5-a]pyrimidin-7-ol C(C)C1=NC=2N(C(=C1)O)N=CC2C2=CC=C(C=C2)F